CC1=NNC(=C1N1C=NN=C1)C 4-(3,5-dimethylpyrazole-4-yl)-1,2,4-triazole